C(C)(C)(C)OC(=O)N1[C@@H](C[C@H](C1)O)C(NCC1=CC=C(C=C1)C1=C(N=CS1)C)=O (2S,4R)-tert-Butyl-4-hydroxy-2-((4-(4-methyl thiazol-5-yl)benzyl)-carbamoyl)pyrrolidine-1-carboxylate